NC1=NC(=C(C(=N1)C=1OC=CC1)C#N)NC(C)C1=CC=CC=C1 2-amino-4-(2-furyl)-6-(1-phenylethylamino)pyrimidine-5-carbonitrile